The molecule is a tripeptide consisting of AcTyrGlyGly with a phenyldiazenyl substituent at the 3-position on the tyrosine phenyl ring. It is a tripeptide and a monoazo compound. CC(=O)N[C@@H](CC1=CC(=C(C=C1)O)N=NC2=CC=CC=C2)C(=O)NCC(=O)NCC(=O)O